1-(5-((1-methylazepan-4-yl)methyl)pyrazolo[1,5-a]pyridin-3-yl)dihydropyrimidine-2,4(1H,3H)-dione CN1CCC(CCC1)CC1=CC=2N(C=C1)N=CC2N2C(NC(CC2)=O)=O